3-(triethoxysilyl)propyl-di-n-undecylmethyl-ammonium chloride [Cl-].C(C)O[Si](CCC[N+](C)(CCCCCCCCCCC)CCCCCCCCCCC)(OCC)OCC